(R)-4-(4-ethylpyridin-3-yl)-2-(fluoromethyl)-5-oxo-1,4,5,7-tetrahydrofurano[3,4-b]pyridine-3-carboxylic acid methyl ester COC(=O)C=1[C@@H](C2=C(NC1CF)COC2=O)C=2C=NC=CC2CC